OC1=CC(=CC2=C1C=C(C(=[O+]2)C2=CC(=C(C=C2)O)OC)O[C@@H]2O[C@@H]([C@H]([C@@H]([C@H]2O)O)O)CO)O 5,7-Dihydroxy-2-(4-hydroxy-3-methoxyphenyl)-3-{[(2s,3R,4s,5s,6R)-3,4,5-trihydroxy-6-(hydroxymethyl)oxan-2-yl]oxy}-1λ4-benzopyran-1-ylium